C12(C(=CC=C3C4=CC=CC=C4C=C13)N(C1=C(C=CC=C1)C1=CC=CC=3SC4=C(C31)C=CC=C4)C4=C(C=CC=C4)C4=CC=CC=C4)C=CC=C4C3=CC=CC=C3C=C42 (spirobifluorenyl)(biphenylyl)(dibenzothiophenyl-Phenyl)amine